4-methyl-2-((pyrimidin-2-yloxy)methyl)thiazole CC=1N=C(SC1)COC1=NC=CC=N1